CC1=CC=CC(=N1)CCN1CCC(CC1)C(=O)C1=CC=C(C=C1)NS(=O)(=O)C N-(4-(1-(2-(6-methylpyridin-2-yl)ethyl)piperidine-4-carbonyl)phenyl)methanesulfonamide